ClC1=C(C=CC=C1C1=C(C(=NC=C1)C1=CC(=C(C(=C1)OC)CNC[C@@H]1OCC1)F)Cl)C1=CC=C(C(=N1)OC)CNC[C@@H]1CCC(N1)=O (S)-5-((((6-(2-chloro-3-(3-chloro-2-(3-fluoro-5-methoxy-4-(((((R)-oxetan-2-yl)methyl)amino)methyl)phenyl)pyridin-4-yl)phenyl)-2-methoxypyridin-3-yl)methyl)amino)methyl)pyrrolidin-2-one